FCC12C=C(CC(CC1)(O2)CF)C2=CC(=C(C=C2)NC(=O)C=2NC(=CN2)C#N)C2=CCC(CC2)(C)C N-[4-[1,5-Bis(fluoromethyl)-8-oxabicyclo[3.2.1]oct-2-en-3-yl]-2-(4,4-dimethylcyclohexen-1-yl)phenyl]-5-cyano-1H-imidazole-2-carboxamide